(N-[4-Amino-5-[4-[2-(N,3-dimethylanilino)-2-oxoethoxy]benzoyl]thiazol-2-yl]-4-fluoroanilino)propanamid NC=1N=C(SC1C(C1=CC=C(C=C1)OCC(=O)N(C1=CC(=CC=C1)C)C)=O)N(C1=CC=C(C=C1)F)C(C(=O)N)C